4-((1-acryloylpiperidin-4-yl)amino)-N-(4-(4-morpholino-7H-pyrrolo[2,3-d]pyrimidin-6-yl)phenyl)picolinamide C(C=C)(=O)N1CCC(CC1)NC1=CC(=NC=C1)C(=O)NC1=CC=C(C=C1)C1=CC2=C(N=CN=C2N2CCOCC2)N1